C(C1=CC=CC=C1)OC=1C=C2C(=CNC2=CC1)CC(C)NCC(C)(C)F N-(1-(5-(benzyloxy)-1H-indol-3-yl)propan-2-yl)-2-fluoro-2-methylpropan-1-amine